5'-O-(tert-butyldimethylsilyl)-3'-O-(methylthiomethyl)-5-(N-trifluoroacetyl-aminopropargyl)-2'-deoxyuridine [Si](C)(C)(C(C)(C)C)OC[C@@H]1[C@H](C[C@@H](O1)N1C(=O)NC(=O)C(=C1)C(C#C)NC(C(F)(F)F)=O)OCSC